CC1=CC(=CS1)C1(CC1)C#N 1-(5-methylthiophene-3-yl)cyclopropanecarbonitrile